4-fluoro-3-methoxypyridin-2-amine FC1=C(C(=NC=C1)N)OC